1-Aminoethyl-3,3-dimethyl-5-chlorospiro[indolin-2,3'-[3H]-naphtho[2,1-b][1,4]oxazin] NC(C)C1=NC2=C(OC13NC1=CC=C(C=C1C3(C)C)Cl)C=CC3=CC=CC=C32